C(C)O[Si](OCC)(OCC)CN1CCCCCCC1 1-(Triethoxysilylmethyl)octahydroazocin